2-[(2E)-2-(aminomethyl)-3-fluoroprop-2-en-1-yl]-4-(4-bromo-2,5-difluorophenyl)-2,4-dihydro-3H-1,2,4-triazol-3-one hydrochloride Cl.NC/C(/CN1N=CN(C1=O)C1=C(C=C(C(=C1)F)Br)F)=C\F